C1(=CC=C(C=C1)CNC=1C=NC=CC1C(=O)O)C1=CC=CC=C1 3-[(biphenyl-4-ylmethyl)amino]pyridine-4-carboxylic acid